1-methyl-1-propylpyrrolidinium hexafluorophosphate F[P-](F)(F)(F)(F)F.C[N+]1(CCCC1)CCC